5-([1,2,4]triazolo[1,5-a]pyridin-6-yl)-N-isobutyl-7H-pyrrolo[2,3-d]pyrimidin-2-amine N=1C=NN2C1C=CC(=C2)C2=CNC=1N=C(N=CC12)NCC(C)C